C(C)(C)(C)OC(N(C)CCCNC1=NC(=NC=C1Br)Cl)=O {3-[(5-bromo-2-chloropyrimidin-4-yl)amino]propyl}-N-methylcarbamic acid tert-butyl ester